5-(2,6-diazabicyclo[3.2.0]heptan-6-yl)-N-(8-fluoro-2-methyl-imidazo[1,2-a]pyridin-6-yl)pyrazine-2-carboxamide C12NCCC2N(C1)C=1N=CC(=NC1)C(=O)NC=1C=C(C=2N(C1)C=C(N2)C)F